(1R,4R,5S)-5-((5-cyclopropyl-3-(2,6-dichlorophenyl)isoxazol-4-yl)methoxy)-2-azabicyclo[2.2.1]heptane-2-carboxylic acid tert-butyl ester C(C)(C)(C)OC(=O)N1[C@H]2C[C@@H]([C@@H](C1)C2)OCC=2C(=NOC2C2CC2)C2=C(C=CC=C2Cl)Cl